BrC1=CC=C2C(=NC(=NC2=C1F)OC[C@]12CCCN2C[C@@H](C1)F)O[C@H]1[C@H](N(CC1)C(=O)OC(C)(C)C)C tert-butyl (2R,3R)-3-((7-bromo-8-fluoro-2-(((2R,7aS)-2-fluorotetrahydro-1H-pyrrolizin-7a(5H)-yl) methoxy)quinazolin-4-yl)oxy)-2-methylpyrrolidine-1-carboxylate